8-(3-(2-Morpholinoethoxy)phenyl)-N-(4-Morpholinophenyl)pyrido[3,4-d]pyrimidin-2-amine O1CCN(CC1)CCOC=1C=C(C=CC1)C1=NC=CC2=C1N=C(N=C2)NC2=CC=C(C=C2)N2CCOCC2